(S)-1'-(2-(3,4-dihydro-1,5-naphthyridin-1(2H)-yl)thiazolo[4,5-d]pyrimidin-5-yl)-1,3-dihydrospiro[inden-2,4'-piperidin]-1-amine N1(CCCC2=NC=CC=C12)C=1SC2=C(N=C(N=C2)N2CCC3(CC2)[C@@H](C2=CC=CC=C2C3)N)N1